COCCN(CC[C@@H](C(=O)O)NC1=NC=NC2=CC=CC=C12)CCCCCC1=NC=2NCCCC2C=C1 (S)-4-((2-methoxyethyl)(5-(5,6,7,8-tetrahydro-1,8-naphthyridin-2-yl)pentyl)amino)-2-(quinazolin-4-ylamino)butanoic acid